(R)-1'-(6-((2-amino-3-chloropyridin-4-yl)thio)pyrido[2,3-B]pyrazin-2-yl)-3-fluoro-5,7-dihydrospiro[cyclopenta[B]pyridin-6,4'-piperidin]-5-amine NC1=NC=CC(=C1Cl)SC=1C=CC=2C(=NC=C(N2)N2CCC3(CC2)[C@H](C=2C(=NC=C(C2)F)C3)N)N1